CC(C)[C@@H](C(=O)N[C@@H](CC1=CN=CN1)C(=O)O)N The molecule is a dipeptide formed from L-valine and L-histidine residues. It has a role as a metabolite. It derives from a L-valine and a L-histidine.